ClC=1C(=C(NC=2C=NC=3CCN(CC3C2)C2=C(C(=C(N=N2)C#N)C)C)C=CC1)F 6-[3-(3-chloro-2-fluoro-anilino)-7,8-dihydro-5H-1,6-naphthyridin-6-yl]-4,5-dimethyl-pyridazine-3-carbonitrile